2-[4-[5-[(2,6-Dioxo-3-piperidyl)oxy]-2-pyridyl]-1-piperidyl]acetic acid hydrochloride Cl.O=C1NC(CCC1OC=1C=CC(=NC1)C1CCN(CC1)CC(=O)O)=O